COC=1C(=CC(=C(C1)N1CCC(CC1)N1CCN(CC1)C)CC)N 1-(1-(5-Methoxy-2-ethyl-4-aminophenyl)piperidin-4-yl)-4-methylpiperazine